(5S,7R)-2,2-difluoro-7-(4-(methoxycarbonyl)phenyl)-8-azaspiro[4.5]decane-8-carboxylic acid tert-butyl ester C(C)(C)(C)OC(=O)N1[C@H](C[C@]2(CCC(C2)(F)F)CC1)C1=CC=C(C=C1)C(=O)OC